(3-hydroxyazetidin-3-yl)-[4-[5-(trifluoromethyl)pyrimidin-2-yl]piperazin-1-yl]methanone OC1(CNC1)C(=O)N1CCN(CC1)C1=NC=C(C=N1)C(F)(F)F